4-(Difluoromethyl)-2-hydroxy-6-[(1-methylindazol-6-yl)methoxy]benzoic acid FC(C1=CC(=C(C(=O)O)C(=C1)OCC1=CC=C2C=NN(C2=C1)C)O)F